N-{(R or S)-1-[5-(7-Fluoro-1-methyl-2-oxo-1,2,3,4-tetrahydro-quinolin-6-yl)-4-methyl-pyridin-3-yl]-ethyl}-propionamide FC1=C(C=C2CCC(N(C2=C1)C)=O)C=1C(=C(C=NC1)[C@@H](C)NC(CC)=O)C |o1:19|